C(CCC=CCCCC=C)(=O)O deca-4,9-dienoic acid